N-ethyl-N'-(3-dimethylamino-propyl)-carbodiimide hydrochloride Cl.C(C)N=C=NCCCN(C)C